p-toluyl-sulfonic acid C1(=CC=C(C=C1)S(=O)(=O)O)C